C(C1CO1)OC(CCC)[Si](OCC)(OCC)OCC 1-glycidoxybutyl-triethoxysilane